CN1N=NC(=C1C=1C=C2C(=NC1)C1=C(N2C(C2CCOCC2)C2=NC=CC=C2C)C(=C(S1)C(C)(C)O)C)C 2-(6-(1,4-dimethyl-1H-1,2,3-triazol-5-yl)-3-methyl-4-((3-methylpyridin-2-yl)(tetrahydro-2H-pyran-4-yl)methyl)-4H-thieno[2',3':4,5]pyrrolo[3,2-b]pyridin-2-yl)propan-2-ol